FC(OC=1C=C(C=CC1F)C1=CN=C(C(=N1)CN1CCC2(CC2)OC1=O)C)F 6-[[6-[3-(Difluoromethoxy)-4-fluoro-phenyl]-3-methyl-pyrazin-2-yl]methyl]-8-oxa-6-azaspiro[2.5]octan-7-one